C1(CCCCC1)OC(=O)C1C2C=CC(C1)(C2)C(=O)OC 5-cyclohexyloxy-carbonyl-methyl-oxy-carbonyl-bicyclo[2.2.1]Hept-2-ene